F[C@@H]1C[C@H](N(C1)C(=O)C=1C=NOC1COC)C(=O)N[C@H](C1=CC=C(C=C1)C(C)C)C1=CC=CC=C1 (2S,4R)-4-fluoro-1-[5-(methoxymethyl)-1,2-oxazole-4-carbonyl]-N-[(S)-phenyl[4-(propan-2-yl)phenyl]methyl]pyrrolidine-2-carboxamide